tert-butyl N-[[4-bromo-3-methyl-7-[4-(trifluoromethoxy) phenyl] benzimidazol-5-yl] methyl]-N-tert-butoxycarbonyl-carbamate BrC1=C(C=C(C=2N=CN(C21)C)C2=CC=C(C=C2)OC(F)(F)F)CN(C(OC(C)(C)C)=O)C(=O)OC(C)(C)C